(3-(2,6-Dioxopiperidin-3-yl)-2-methylquinolin-7-yl)methyl (3,4-dichlorophenyl)carbamate ClC=1C=C(C=CC1Cl)NC(OCC1=CC=C2C=C(C(=NC2=C1)C)C1C(NC(CC1)=O)=O)=O